CN(C1C2CCN(C2C1)C(=O)OC(C)(C)C)C tert-Butyl 6-(dimethylamino)-2-azabicyclo[3.2.0]heptane-2-carboxylate